9,10-di(pyridine-4-yl)anthracene N1=CC=C(C=C1)C=1C2=CC=CC=C2C(=C2C=CC=CC12)C1=CC=NC=C1